2-amino-N-(1-(1-benzyl-4-chloro-7-ethoxy-1H-indazol-6-yl)ethyl)-pyrazolo[1,5-a]pyrimidine-3-carboxamide trifluoroacetate FC(C(=O)O)(F)F.NC1=NN2C(N=CC=C2)=C1C(=O)NC(C)C1=CC(=C2C=NN(C2=C1OCC)CC1=CC=CC=C1)Cl